C(C=C)(=O)N1C[C@@H](N(CC1)C1=NC(N2C3=C(C(=C(C=C13)Cl)C=1C=CC(=C(C(=O)NC)C1)F)SCC2)=O)C (S)-5-(7-(4-acryloyl-2-methylpiperazin-1-yl)-9-chloro-5-oxo-2,3-dihydro-5H-[1,4]thiazino[2,3,4-ij]quinazolin-10-yl)-2-fluoro-N-methylbenzamide